4-[5-(3,5-dichloro-4-fluorophenyl)-4,5-dihydro-5-(trifluoromethyl)-3-isoxazolyl]-N-(2-pyridinylmethyl)-1-naphthalenecarboxamide ClC=1C=C(C=C(C1F)Cl)C1(CC(=NO1)C1=CC=C(C2=CC=CC=C12)C(=O)NCC1=NC=CC=C1)C(F)(F)F